8-(4-methoxyanilino)-6,6-dimethyl-2,3,5,7-tetrahydro-1,4-benzothiazine-3-carboxylic acid COC1=CC=C(NC=2CC(CC3=NC(CSC32)C(=O)O)(C)C)C=C1